(S)-4-(4-((benzyloxy)carbonyl)-3-(cyanomethyl)piperazin-1-yl)-7-(naphthalen-1-yl)-5,6,7,8-tetrahydro-1,7-naphthyridine-2-carboxylic acid C(C1=CC=CC=C1)OC(=O)N1[C@H](CN(CC1)C1=CC(=NC=2CN(CCC12)C1=CC=CC2=CC=CC=C12)C(=O)O)CC#N